4-oxo-4-(phenyl-d5)but-2-yn-1-yl 2-hydroxypropanoate OC(C(=O)OCC#CC(C1=C(C(=C(C(=C1[2H])[2H])[2H])[2H])[2H])=O)C